Dimethyl-4-morpholinethanamin CC1(N(CCOC1)CCN)C